N1(NNCC1)Cl triazolidinyl chloride